O=C1NC(CCC1N1C(C2=CC=CC(=C2C1=O)OCC(=O)N1CCN(CC1)C1CCN(CC1)C=1C(=CC2=C(C(C=3NC4=CC(=CC=C4C3C2=O)C#N)(C)C)C1)CC)=O)=O 8-(4-(4-(2-((2-(2,6-dioxopiperidin-3-yl)-1,3-dioxoisoindolin-4-yl)oxy)acetyl)piperazin-1-yl)piperidin-1-yl)-9-ethyl-6,6-dimethyl-11-oxo-6,11-dihydro-5H-benzo[b]carbazole-3-carbonitrile